FC1=CC(=C(OC=2C(=NC=NC2)N2CC3(C2)CCN(CC3)C(=O)OC(C)(C)C)C=C1)C(N([C@H]1COCC1)C(C)C)=O tert-butyl (R)-2-(5-(4-fluoro-2-(isopropyl(tetrahydrofuran-3-yl)carbamoyl)phenoxy)pyrimidin-4-yl)-2,7-diazaspiro[3.5]nonane-7-carboxylate